COC(C1=CC(=C(C=C1)OC)OCCC(CBr)C)=O.C(C)(C)(C)OOC(C)(C)C1=CC(=CC=C1)C(C)(C)OOC(C)(C)C 1,3-bis-(t-butylperoxyisopropyl)benzene methyl-3-(4-bromo-3-methylbutoxy)-4-methoxybenzoate